C(#N)C=1C=CC(=C2C=CC=NC12)N1CC2(CC2(C1)C(F)(F)F)C1N(CCC(C1)C(=O)N)C [3-(8-cyanoquinolin-5-yl)-5-(trifluoromethyl)-3-azabicyclo[3.1.0]hex-1-yl]-1-methylpiperidine-4-carboxamide